C(C)(C)OC(\C=C\C1=CC(=CC=C1)NCC1=CC(=C(C=C1)C1=CC=C(C=C1)N(C)C)C#N)=O (E)-3-(3-((2-cyano-4'-dimethylaminobiphenyl-4-ylmethyl)amino)phenyl)acrylic acid isopropyl ester